FC=1C=C(C(=NC1)OC1=CC=2N(C=C1)N=C(C2)C(=O)NC2(CS(C2)(=O)=O)C)OCC(F)(F)F 5-((5-Fluoro-3-(2,2,2-trifluoroethoxy)pyridin-2-yl)oxy)-N-(3-methyl-1,1-dioxidothietan-3-yl)pyrazolo[1,5-a]pyridine-2-carboxamide